NC1=NC=CC(=N1)C1=C(N=C(S1)C(C)(C)C)C=1C(=C(C=CC1)NS(=O)(=O)C1=C(C=CC=C1F)F)F N-[3-[5-(2-Aminopyrimidin-4-yl)-2-tert-butylthiazol-4-yl]-2-fluorophenyl]-2,6-difluorobenzenesulfonamide